4-(Isoindolin-2-yl-methyl)-2-nitrophenol C1N(CC2=CC=CC=C12)CC1=CC(=C(C=C1)O)[N+](=O)[O-]